(5-Bromo-2,3-difluorophenyl)methanol BrC=1C=C(C(=C(C1)CO)F)F